O1CCC(CC1)N 1,1-dioxan-4-amine